(2-(piperidinyl)ethyl)-4-[(3-trifluoromethylphenyl)thiomethyl]-1H-1,2,3-triazole N1(CCCCC1)CCN1N=NC(=C1)CSC1=CC(=CC=C1)C(F)(F)F